O1CCN(CC1)C=1C2=C(N=CN1)NC(=C2)C2=CC=C(C=C2)NCC2(CCNCC2)O 4-(((4-(4-morpholino-7H-pyrrolo[2,3-d]pyrimidin-6-yl)phenyl)amino)methyl)piperidin-4-ol